C1(=CC=C(C=C1)NC1=CC=C(C=C1)C1=CC=C(C=C1)C1=CC=CC=C1)C1=CC=CC=C1 N-((1,1'-biphenyl)-4-yl)-(1,1':4',1''-terphenyl)-4-amine